C(C)(=O)N([C@@H](C)C(=O)N[C@H](CCC(=O)N[C@@H](C)C(=O)O)C(N)=O)C1[C@H](N)[C@@H](O[C@@H](C(=O)O)C)[C@H](O)[C@H](O1)CO N-acetyl-muramyl-L-alanyl-D-isoglutaminyl-L-alanine